(E)-2-(2-tolyl)vinylpyridine C1(=C(C=CC=C1)/C=C/C1=NC=CC=C1)C